6-Methyl-N-phenyl-7,8-dihydro-6H-cyclopenta[e][1,2,4]triazolo[4,3-a]pyridine-4-carboxamide CC1CCC2=C1C=C(C=1N2C=NN1)C(=O)NC1=CC=CC=C1